C12=CC(C(CC1C2(C)C)O)C carene-4-ol